9-bromonaphtho[2,1-b]benzofuran BrC1=CC2=C(C3=C(O2)C=CC=2C=CC=CC23)C=C1